C12(CC3CC(CC(C1)C3)C2)NCCCCCCCCC2=C3CN(CC3=CC=C2F)C2C(NC(CC2)=O)=O 4-(8-((adamant-1-yl)amino)octyl)-2-(2,6-dioxopiperidin-3-yl)-5-fluoroisoindoline